FC1=CC=C(C=C1)N1C(C(=CC=C1C(F)(F)F)C(=O)O)=O 1-(4-fluorophenyl)-2-keto-6-(trifluoromethyl)-1,2-dihydropyridine-3-carboxylic acid